C(#N)C(CNC=1C(=CC=C2C=CC(=CC12)C1=CC(=NC=N1)NC(C)=O)OC)=C N-(6-{8-[(2-cyano-2-methylideneethyl)amino]-7-methoxynaphthalen-2-yl}pyrimidin-4-yl)acetamide